N1(CCOCC1)S(=O)(=O)C=1C=C(C(=O)O)C=CC1 3-(4-morpholinylsulfonyl)-benzoic acid